Zirconium 6-(2-naphthylthio)bicyclo[2.2.1]heptane-2-carboxylic acid C1=C(C=CC2=CC=CC=C12)SC1CC2CC(C1C2)C(=O)O.[Zr]